CC(CCCCCC=O)C 7-Methyl-octanal